1-Myristoyl-2-hydroxy-sn-glycerol C(CCCCCCCCCCCCC)(=O)OC[C@@H](OO)CO